S-(2,3-dihydroxypropyl) ethanethioate C(C)(SCC(CO)O)=O